O=C1CC[C@H](N1)CNCC=1N=C2N(C(C1)=O)C=CC=C2 (((((S)-5-oxopyrrolidin-2-yl)methyl)amino)methyl)-4H-pyrido[1,2-a]pyrimidin-4-one